C(C)(C)(C)OC([C@@H](NC([C@@H](NC(CCCCC(=O)NCCN1C(C=CC1=O)=O)=O)C)=O)C)=O (6-((2-(2,5-dioxo-2,5-dihydro-1H-pyrrol-1-yl)ethyl)amino)-6-oxohexanoyl)-L-alanyl-L-alanine tert-butyl ester